C(C1=CC=CC=C1)OCC1=CC=C(C=C1)N1N=C(C=C1C)C(=O)OCC ethyl 1-(4-((benzyloxy) methyl) phenyl)-5-methyl-1H-pyrazole-3-carboxylate